(8Z)-8-undecenyl-lithium C(CCCCCC\C=C/CC)[Li]